tetra-2-butyl dithiomalate C(C(S)CC(=O)OC(C)CC)(=O)OC(C)CC.C(C(S)CC(=O)OC(C)CC)(=O)OC(C)CC